2-(3,8-diazabicyclo[3.2.1]octan-8-yl)-N-cyclopentylbenzo[d]thiazole-5-carboxamide C12CNCC(CC1)N2C=2SC1=C(N2)C=C(C=C1)C(=O)NC1CCCC1